Cl.Cl.ClC=1C(=NC2=CC=C(C=C2C1)C1=CC=CC(=N1)CN)N1CCNCC1 [6-(3-chloro-2-piperazin-1-yl-6-quinolyl)-2-pyridyl]methanamine dihydrochloride